N1(N=CC=C1)CC1=CC2=C(C(=NO2)NS(=O)(=O)C=2C(=NC(=CC2OC)C)OC)C2=C1CCCO2 N-(5-((1H-pyrazol-1-yl)methyl)-3,4-dihydro-2H-benzopyrano[8,7-d]isoxazol-9-yl)-2,4-dimethoxy-6-methylpyridine-3-sulfonamide